The molecule is a lactam obtained by formal cyclocondensation of creatine. It is a metabolite of creatine. It has a role as a diagnostic agent and a human metabolite. It is a lactam and an imidazolidinone. It derives from a creatine. CN1CC(=O)N=C1N